[Si](C)(C)(C(C)(C)C)OC/C=C(\C)/C=1C=C(C=CC1)[C@H]1[C@@H](C1)C(=O)OCC |r| rac-Ethyl (1r,2r)-2-(3-((E)-4-((tert-butyldimethylsilyl)oxy)but-2-en-2-yl)phenyl)cyclopropane-1-carboxylate